(2-(((2R,3S,4R,5R)-5-(6-chloro-4-((cyclopropylmethyl)amino)-1H-pyrazolo[3,4-d]pyrimidin-1-yl)-3,4-dihydroxytetrahydrofuran-2-yl)methoxy)-1-methoxypropan-2-yl)phosphonic acid ClC1=NC(=C2C(=N1)N(N=C2)[C@H]2[C@@H]([C@@H]([C@H](O2)COC(COC)(C)P(O)(O)=O)O)O)NCC2CC2